BrC=1C(=C(C=CC1)NC(C(F)(F)F)=O)CBr N-[3-Bromo-2-(Bromomethyl)Phenyl]-2,2,2-Trifluoroacetamide